O[C@@H](CO)[C@@H]1C(=C(C(O1)=O)O)O.[Na] sodium (5R)-5-[(1S)-1,2-dihydroxyethyl]-3,4-dihydroxy-2,5-dihydrofuran-2-one